ClC1=C(C=CC(=C1)NCC=1SC(=CC1)Cl)NC(=O)C1CCCC1 Cyclopentanecarboxylic acid {2-chloro-4-[(5-chloro-thiophen-2-ylmethyl)-amino]phenyl}-amide